ClC1=C(C(=CC=C1)F)C1=NC2=C(C=3C=NC=CC13)N=C(N=C2)NC2=CC=C(C=C2)N2CCN(CC2)C 6-(2-chloro-6-fluorophenyl)-N-(4-(4-methylpiperazin-1-yl)phenyl)pyrimido[5,4-c][2,6]naphthyridin-2-amine